(R)-N-(4,4-difluoro-1-(oxetan-3-yl)pyrrolidin-3-yl)-4-methoxy-5-(1-(2,2,2-trifluoroethyl)-1H-benzo[d][1,2,3]triazol-6-yl)pyrrolo[2,1-f][1,2,4]triazin-2-amine FC1([C@@H](CN(C1)C1COC1)NC1=NN2C(C(=N1)OC)=C(C=C2)C=2C=CC1=C(N(N=N1)CC(F)(F)F)C2)F